tris-(dimethylaminomethyl)phenol tris(2-ethylhexanoate) C(C)C(C(=O)O)CCCC.C(C)C(C(=O)O)CCCC.C(C)C(C(=O)O)CCCC.CN(C)CC1=C(C(=C(C=C1)O)CN(C)C)CN(C)C